tert-butyl ((1S,3R)-3-((4-amino-6-bromopyridin-3-yl)amino)cyclohexyl)carbamate NC1=C(C=NC(=C1)Br)N[C@H]1C[C@H](CCC1)NC(OC(C)(C)C)=O